(R)-4-(2-amino-4-((1-hydroxy-2-methylhex-2-yl)amino)pyrido[3,2-d]pyrimidin-7-yl)-5-((Butyl(methyl)amino)methyl)pyridin-2(1H)-one NC=1N=C(C2=C(N1)C=C(C=N2)C2=CC(NC=C2CN(C)CCCC)=O)N[C@@](CO)(CCCC)C